1-((2-(methylamino)ethyl)sulfonyl)propan-2-ol CNCCS(=O)(=O)CC(C)O